4-fluoro-1-(pyridin-4-ylmethyl)-1H-pyrrole-2-carboxylic acid methyl ester COC(=O)C=1N(C=C(C1)F)CC1=CC=NC=C1